N-(3-(2-(pyrrolidin-1-yl)propyl)-1,2,4-thiadiazol-5-yl)-4-(3-(trifluoromethyl)phenyl)furan-2-formamide N1(CCCC1)C(CC1=NSC(=N1)NC(=O)C=1OC=C(C1)C1=CC(=CC=C1)C(F)(F)F)C